C(N)(=O)C1=NC(=CC(=C1)NC(OC(C)(C)C)=O)C tert-Butyl N-(2-carbamoyl-6-methyl-4-pyridyl)carbamate